C(=O)C1=CN(C2=C1N=C(S2)C)C 6-formyl-2,4-dimethyl-4H-pyrrolo[3,2-d]thiazole